OC[C@@H]1NC=2C=CC(=CC2[C@H]2[C@@H]1CCN2C(=O)OCC2=CC=CC=C2)C2=CC=C(C=C2)OC benzyl (3aR,4R,9bR)-4-(hydroxymethyl)-8-(4-methoxy-phenyl)-2,3,3a,4,5,9b-hexahydro-1H-pyrrolo[3,2-c]quinoline-1-carboxylate